C1(=CC=CC=C1)N1CCN(CC1)CCCCCCC=1C=CC=CC1 5-(6-(4-phenylpiperazine-1-yl)hexyl)benzol